C(OC=1C(=NC=CC1OC)C(NC(C(=O)NC(C(C1=CC=C(C=C1)OC)C1=CC=C(C=C1)OC)C)C)=O)(OCC)=O 2-((1-((1,1-bis(4-methoxyphenyl)propan-2-yl)amino)-1-oxopropan-2-yl)carbamoyl)-4-methoxypyridin-3-yl ethyl carbonate